2-(2-Furanyl)-7-[3-(4-methoxyphenyl)propyl]-7H-pyrazolo[4,3-e][1,2,4]triazolo[1,5-c]pyrimidin-5-amine O1C(=CC=C1)C1=NN2C(=NC3=C(C2=N1)C=NN3CCCC3=CC=C(C=C3)OC)N